C(C)(=O)OC(CCl)COC1=C(C=C(C=C1Cl)C(C)(C)C1=CC=C(C=C1)OCC(CNS(=O)(=O)C)O)Cl 1-chloro-3-(2,6-dichloro-4-(2-(4-(2-hydroxy-3-(methylsulfonamido)propoxy)phenyl) propan-2-yl)phenoxy)propan-2-yl acetate